CC=1N=C(SC1S(=O)(=O)N1CCN(CC1)C[C@H](C)NC1=NC=NC2=C(C=CC=C12)C=1C=NC=CC1)NC(C)=O N-[4-methyl-5-({4-[(2S)-2-{[8-(pyridin-3-yl)quinazolin-4-yl]amino}propyl]piperazin-1-yl}sulfonyl)-1,3-thiazol-2-yl]acetamide